(4-(1-(3-chloro-4-(trifluoromethyl)phenyl)-5-(trifluoromethyl)-1H-1,2,3-triazole-4-carboxamido)phenoxy)-N-propylpicolinamide ClC=1C=C(C=CC1C(F)(F)F)N1N=NC(=C1C(F)(F)F)C(=O)NC1=CC=C(OC=2C(=NC=CC2)C(=O)NCCC)C=C1